O=NC(CO)(CO)CO ketotromethamine